N1=C(C=CC=C1)\C(\C)=N\NC(=O)N1CCC1 (E)-N'-(1-(pyridin-2-yl)ethylidene)azetidine-1-carbohydrazide